((((R)-1-(2,6-diamino-9H-purin-9-yl) propan-2-yl) oxy) methyl) phosphate P(=O)(OCO[C@@H](CN1C2=NC(=NC(=C2N=C1)N)N)C)([O-])[O-]